2-stearoyl-glycero-3-phosphate choline OCC[N+](C)(C)C.C(CCCCCCCCCCCCCCCCC)(=O)OC(CO)COP(=O)(O)O